benzyl 4-[4-[2-[(RS)-12-(2-hydroxyphenyl)-3-methyl-4,8,10,11-tetrazatricyclo[7.4.0.02,7]trideca-1(9),2(7),10,12-tetraen-4-yl]pyrimidin-5-yl]-1-piperidyl]piperidine-1-carboxylate OC1=C(C=CC=C1)C=1N=NC=2NC=3CCN([C@@H](C3C2C1)C)C1=NC=C(C=N1)C1CCN(CC1)C1CCN(CC1)C(=O)OCC1=CC=CC=C1 |r|